cuprous oxide oxide [Cu-3](=O)=O